(S)-N-(4-amino-3-(3-aminoprop-1-yn-1-yl)phenyl)-4-(2-(4-(4-chlorophenyl)-2,3,9-trimethyl-6H-thieno[3,2-f][1,2,4]triazolo[4,3-a][1,4]diazepin-6-yl)acetamido)butanamide NC1=C(C=C(C=C1)NC(CCCNC(C[C@H]1C=2N(C3=C(C(=N1)C1=CC=C(C=C1)Cl)C(=C(S3)C)C)C(=NN2)C)=O)=O)C#CCN